C(C)C1=C(C(=NC(=C1C#N)SCC1=CC=C(C=C1)S(=O)(=O)C)N1CCN(CCC1)C)C#N 4-Ethyl-2-(4-methyl-1,4-diazepan-1-yl)-6-((4-(methylsulfonyl)benzyl)thio)Pyridine-3,5-dicarbonitrile